C(C=C(C)CCC=C(C)CCC=C(C)C)(=O)[O-] Farnesate